ClC=1C(=CC2=C(CCO2)C1)F 5-chloro-6-fluoro-2,3-dihydro-1-benzofuran